2-bromo-N1,N1-di(naphthalen-1-yl)-N3-(naphthalen-2-yl)-N3-phenylbenzene-1,3-diamine BrC1=C(C=CC=C1N(C1=CC=CC=C1)C1=CC2=CC=CC=C2C=C1)N(C1=CC=CC2=CC=CC=C12)C1=CC=CC2=CC=CC=C12